Methyl 2,3-bis(hydroxymethyl)-5-phenyl-7-oxabicyclo[2.2.1]hepta-2,5-diene-6-carboxylate bis(N-methylcarbamate) CNC(O)=O.CNC(O)=O.OCC=1C2C(=C(C(C1CO)O2)C2=CC=CC=C2)C(=O)OC